OC1=CC=C(C=C1)C(C)(C1=CC=C(C=C1)O)C1=CC=C(C=C1)O 1,1,1-tri(4-hydroxyphenyl)ethane